C(C)(=O)OCNC([C@@H](NC([C@@H](NC(OCC1C2=CC=CC=C2C=2C=CC=CC12)=O)C)=O)C)=O (5S,8S)-1-(9H-FLUOREN-9-YL)-5,8-DIMETHYL-3,6,9-TRIOXO-2-OXA-4,7,10-TRIAZAUNDECAN-11-YL ACETATE